2,6-bis({2-[2-(2-methoxyethoxy)ethoxy]acetyl})-1,2,3,5,6,7-hexahydro-s-indacene-1,3,5,7-tetrone COCCOCCOCC(=O)C1C(C2=CC=3C(C(C(C3C=C2C1=O)=O)C(COCCOCCOC)=O)=O)=O